The molecule is a resolvin that is docosa-4Z,9E,11E,13Z,15E,19Z-hexaenoic acid which is substituted by hydroxy groups at the 7 and 17 positions as well as an oxo group at the 8-position (the 7S,17S-stereoisomer). It has a role as an anti-inflammatory agent and a human xenobiotic metabolite. It is a resolvin, a diol, an oxo fatty acid, an enone, a secondary alpha-hydroxy ketone and a hydroxy polyunsaturated fatty acid. It is a conjugate acid of an 8-oxoresolvin D1(1-). CC/C=C\\C[C@@H](/C=C/C=C\\C=C\\C=C\\C(=O)[C@H](C/C=C\\CCC(=O)O)O)O